CC1=C(C=CC=C1C)C(C)O 1-(2,3-dimethylphenyl)ethanol